2-(2,6-dioxopiperidin-3-yl)-5,7-dihydro-1H-spiro[cyclopenta[f]isoindole-6,4'-piperidine]-1,3(2H)-dione O=C1NC(CCC1N1C(C=2C=C3C(=CC2C1=O)CC1(CCNCC1)C3)=O)=O